tert-Butyl ((4-(1-ethoxyvinyl)-3-fluoropyridin-2-yl)methyl)carbamate C(C)OC(=C)C1=C(C(=NC=C1)CNC(OC(C)(C)C)=O)F